4-(5-(3,5-dichlorophenyl)-5-(trifluoromethyl)-4,5-dihydroisoxazol-3-yl)-N-(1-ethyl-5-methyl-1H-1,2,4-triazol-3-yl)-2-methylbenzamide ClC=1C=C(C=C(C1)Cl)C1(CC(=NO1)C1=CC(=C(C(=O)NC2=NN(C(=N2)C)CC)C=C1)C)C(F)(F)F